C1(=CC(=CC=C1)CN)CN 1,1'-(1,3-phenylene)di(methan-amine)